3-hydroxy-2-geranyl-5-pentylphenolate OC=1C(=C(C=C(C1)CCCCC)[O-])C\C=C(/C)\CCC=C(C)C